1-(((di-tert-butoxyphosphoryl)oxy)methyl)-1-methylpiperazin-1-ium C(C)(C)(C)OP(=O)(OC(C)(C)C)OC[N+]1(CCNCC1)C